C1(CC1)N1C=CC2=C(C=C(C=C12)F)N1C(C2=CC(=NC=C2C(=C1)C(=O)N1CCC(CC1)F)OC)=O 2-(1-cyclopropyl-6-fluoro-1H-indol-4-yl)-4-(4-fluoropiperidine-1-carbonyl)-7-methoxy-2,6-naphthyridin-1(2H)-one